methyl 3-(9-((4-(aminomethyl)-2,6-dimethylphenyl)carbamoyl)-2-methyl-4,5-dihydrobenzo[b]thieno[2,3-d]oxepin-8-yl)-6-(propylcarbamoyl)picolinate NCC1=CC(=C(C(=C1)C)NC(=O)C1=CC2=C(OCCC3=C2SC(=C3)C)C=C1C=1C(=NC(=CC1)C(NCCC)=O)C(=O)OC)C